C1=CC(=CC=2C(=CC(=CC12)C(=O)O)C(=O)O)C(=O)O 3,5,7-naphthalenetricarboxylic acid